C(C)(C)(C)OC(=O)N1OCC[C@H]1C1=NC=C(C=C1)Cl (3S)-3-(5-chloro-2-pyridinyl)isoxazolidine-2-carboxylic acid tert-butyl ester